5-methylhex-2-enedioic acid CC(CC=CC(=O)O)C(=O)O